ClC1=CC(=C(C=C1)C1=NN2C(=NC=3C=CC=CC3C2=N1)N[C@H]1C(NCCCC1)=O)OC(F)F (3R)-3-({2-[4-chloro-2-(difluoromethoxy)phenyl][1,2,4]triazolo[1,5-c]quinazolin-5-yl}amino)azepan-2-one